dipotassium p-hydroxybenzoate salt OC1=CC=C(C(=O)[O-])C=C1.[K+].[K+].OC1=CC=C(C(=O)[O-])C=C1